ClC1=NC=C(C(=N1)N1C[C@@H](CCC1)OC1=C(C=CC=C1)OCC)C(F)(F)F (R)-2-chloro-4-(3-(2-ethoxyphenoxy)piperidin-1-yl)-5-(trifluoromethyl)pyrimidine